ClC=1C=CC(=C(C1)NC(=O)NC1CN(C(C1)=O)C(C)C)C 1-(5-chloro-2-methylphenyl)-3-(1-isopropyl-5-oxopyrrolidin-3-yl)urea